5-(1H-imidazol-4-yl)isothiazole N1C=NC(=C1)C1=CC=NS1